CC(C)(C)OC(=O)N/C(=N/C(=O)OC(C)(C)C)/N1C=CC=N1 N,N'-bis-Boc-1-guanylpyrazole